[Br-].C(C)(C)(CC)OP tert-pentyloxyphosphine bromide